1-(3-(6-phenylquinazolin-8-yl)piperidin-1-yl)prop-2-en-1-one C1(=CC=CC=C1)C=1C=C2C=NC=NC2=C(C1)C1CN(CCC1)C(C=C)=O